ClC1=C(C(=O)NS(=O)(=O)N(C(C)C)C)C=C(C(=C1)F)N1C(N(C(=CC1=O)C(F)(F)F)C)=O 2-chloro-5-[3,6-dihydro-3-methyl-2,6-dioxo-4-(trifluoromethyl)-1-(2H)-pyrimidinyl]-4-fluoro-N-{[methyl-(1-methylethyl)amino]sulfonyl}benzamide